N-[(S)-{5-[4-(3,3-Difluoroazetidine-1-carbonyl)tetrahydropyran-4-yl]-4-fluoro-1H-benzimidazol-2-yl}(4,4-difluorocyclohexyl)methyl]-2,5-dimethylfuran-3-sulfonamide FC1(CN(C1)C(=O)C1(CCOCC1)C1=C(C2=C(NC(=N2)[C@@H](NS(=O)(=O)C2=C(OC(=C2)C)C)C2CCC(CC2)(F)F)C=C1)F)F